CN1N=C(C=C1)C1=C(C=NC(=C1)N1CC2(C1)CCC2)[C@@H]2CN(CC2)C(C=C)=O |o1:19| (R)- or (S)-1-(3-(4-(1-methyl-1H-pyrazol-3-yl)-6-(2-azaspiro[3.3]heptan-2-yl)pyridin-3-yl)pyrrolidin-1-yl)prop-2-en-1-one